2-(2-(4-acetyl-4-phenylpiperidin-1-yl)ethyl)-2-amino-6-boronohexanoic acid C(C)(=O)C1(CCN(CC1)CCC(C(=O)O)(CCCCB(O)O)N)C1=CC=CC=C1